1,1-di(t-butylperoxy)-cyclohexane C(C)(C)(C)OOC1(CCCCC1)OOC(C)(C)C